4-{5-[(cyclopropylmethyl)(methyl)amino]-[1,2,4]triazolo[1,5-a]pyrimidin-7-yl}benzonitrile C1(CC1)CN(C1=NC=2N(C(=C1)C1=CC=C(C#N)C=C1)N=CN2)C